BrC=1C=CC=2N(C3=CC=C(C=C3C2C1)Br)SCC 3,6-dibromo-9-ethylmercapto-carbazole